COC([C@@H](NS(=O)(=O)C=1OC=CC1)CC(C)C)=O furan-2-ylsulfonyl-L-leucine methyl ester